CC(CSP(=S)([O-])[O-])CC(C)(C)C 2,4,4-trimethylpentyldithiophosphate